di-tert-butyl (2S)-2-({[(2S)-6-{[(2S)-2-amino-3-(naphthalen-2-yl)propanoyl]amino}-1-tert-butoxy-1-oxohexan-2-yl]carbamoyl}amino)pentanedioate N[C@H](C(=O)NCCCC[C@@H](C(=O)OC(C)(C)C)NC(=O)N[C@H](C(=O)OC(C)(C)C)CCC(=O)OC(C)(C)C)CC1=CC2=CC=CC=C2C=C1